ClC=1C=C2C=NN(C2=CC1N1[C@H](CN(CC1)C1COC1)C)C=1C=NN(C1)C |o1:11| (S or R)-5-chloro-1-(1-methyl-1H-pyrazol-4-yl)-6-(2-methyl-4-(oxetan-3-yl)piperazin-1-yl)-1H-indazole